CN1N=C2C([NH2+]CCC2=C1C[NH2+]C1(CC1)C(F)(F)F)C (2,7-dimethyl-4,5,6,7-tetrahydropyrazolo[3,4-c]pyridine-6-ium-3-yl)methyl-[1-(trifluoromethyl)cyclopropyl]ammonium